(S)-3-methyl-4-(((4-oxochroman-7-yl)oxy)(pyridin-4-yl)methyl)benzamide CC=1C=C(C(=O)N)C=CC1[C@H](C1=CC=NC=C1)OC1=CC=C2C(CCOC2=C1)=O